FC1(CCC(CC1)[C@H](NC(=O)C1=C2N(N=C1)CCC2)C2=NC1=C(N2)C=CC(=C1)[C@@H](C)NC(CCC(F)(F)F)=O)F N-((S)-(4,4-Difluorocyclohexyl)(5-((R)-1-(4,4,4-trifluorobutanamido)ethyl)-1H-benzo[d]imidazol-2-yl)methyl)-5,6-dihydro-4H-pyrrolo[1,2-b]pyrazole-3-carboxamide